C(C)(C)C1=CC(=NC(=C1NC(=O)NS(=O)(=NC(C1=CC=CC=C1)(C1=CC=CC=C1)C1=CC=CC=C1)C=1C=NN2C1OCCC2)C(C)C)OCCN(C(OC(C)(C)C)=O)C tert-butyl (2-((4,6-diisopropyl-5-(3-(N-trityl-6,7-dihydro-5H-pyrazolo[5,1-b][1,3]oxazine-3-sulfonimidoyl)ureido)pyridin-2-yl)oxy)ethyl)(methyl)carbamate